3-methyl pyrrolidine-1,3-dicarboxylate N1(CC(CC1)C(=O)OC)C(=O)[O-]